N-(1-Adamantylmethyl)-6-[4-[[2-(5-ethoxypyridin-3-yl)phenyl]methyl]piperazin-1-yl]pyridazine-3-carboxamide C12(CC3CC(CC(C1)C3)C2)CNC(=O)C=2N=NC(=CC2)N2CCN(CC2)CC2=C(C=CC=C2)C=2C=NC=C(C2)OCC